1,2-dipropylpyrrolium methanesulfonate CS(=O)(=O)[O-].C(CC)[NH+]1C(=CC=C1)CCC